C(C)C1=C(C=CC(=C1F)F)[C@@H]1[C@@H](O[C@]([C@@H]1C)(C(F)(F)F)C)C(=O)NC1=CC(=NC=C1)C(=O)N 4-[[(2R,3r,4r,5r)-3-(2-ethyl-3,4-difluoro-phenyl)-4,5-dimethyl-5-(trifluoromethyl)tetrahydrofuran-2-carbonyl]amino]pyridine-2-carboxamide